5-[5-fluoro-1-(4-fluoro-3-methyl-phenyl)-2-isopropyl-indol-3-yl]-1,2,4-oxadiazole-3-carboxylic acid ethyl ester C(C)OC(=O)C1=NOC(=N1)C1=C(N(C2=CC=C(C=C12)F)C1=CC(=C(C=C1)F)C)C(C)C